ClC1=CC(=C2C(=N1)C1(OCC2)COCC1)OCCC(C#N)(C)C 4-((2'-Chloro-4,5,5',6'-Tetrahydro-2H-Spiro[Furan-3,8'-Pyrano[3,4-b]Pyridin]-4'-yl)Oxy)-2,2-Dimethylbutyronitrile